FC(C1=C(C=CC(=C1)C(F)(F)F)B(O)O)(F)F 2,4-bistrifluoromethylbenzene-1-boronic acid